P(OCC(COCC(F)(F)F)COCC(F)(F)F)(F)F (3-trifluoroethoxy-2-((trifluoroethoxy) methyl) propyl) difluorophosphite